(E)-1-(2,4-dibromo-3-methoxybenzylidene)-2-isopropylhydrazine hydrochloride Cl.BrC1=C(\C=N\NC(C)C)C=CC(=C1OC)Br